C(C)N1CCC2(C[C@@H]2C(=O)N[C@@H](CCCCCC(=O)C2=NOC=C2)C2=NOC(=C2)C2=C(C=CC=C2)F)CC1 (1S)-6-ethyl-N-{(1S)-1-[5-(2-fluorophenyl)isoxazol-3-yl]-7-isoxazol-3-yl-7-oxoheptyl}-6-azaspiro[2.5]octane-1-carboxamide